2-(1-Acetylpiperidin-4-yl)-N-{3-[2-(4-chloro-3-fluorophenoxy)acetamido]bicyclo[1.1.1]pent-1-yl}-1,3-oxazole-5-carboxamide C(C)(=O)N1CCC(CC1)C=1OC(=CN1)C(=O)NC12CC(C1)(C2)NC(COC2=CC(=C(C=C2)Cl)F)=O